COC1=CC=C(C=C1)SC1=NC=CC=C1 2-(4-methoxyphenylthio)pyridine